1-[(2R,3S,4R)-3-fluoro-4-hydroxy-5,5-bis(hydroxymethyl)oxolan-2-yl]-3H-pyrimidine-2,4-dione F[C@@H]1[C@@H](OC([C@H]1O)(CO)CO)N1C(NC(C=C1)=O)=O